CN(CCC1=CNC2=CC=CC(=C12)OP(=O)(O)O)C.O1C(=CC=C1)/C=C/C(C)=O (E)-4-(furan-2-yl)but-3-en-2-one [3-(2-Dimethylaminoethyl)-1H-indol-4-yl]dihydrogenphosphate